NC1(CC1)CNC1(CC1)C1=CC(=C(C=C1)F)C(F)(F)F N-((1-aminocyclopropyl)methyl)-1-(4-fluoro-3-(trifluoromethyl)phenyl)cyclopropan-1-amine